FC(C1=NN=C(S1)C1=NC=C2N1C=C(C=C2N2CCN(CC2)C(=O)N(C)C)S(NC2(CC2)C)(=O)=O)F 4-(3-(5-(difluoromethyl)-1,3,4-thiadiazol-2-yl)-6-(N-(1-methylcyclopropyl)sulfamoyl)imidazo[1,5-a]pyridin-8-yl)-N,N-dimethylpiperazine-1-carboxamide